(S)-isobutyl ((5-fluoro-2-(2-methoxy-7-methylquinoxalin-5-yl)-7-methyl-7,8-dihydrobenzofuro[5,4-d]thiazol-7-yl)methyl)carbamate FC1=CC=2N=C(SC2C=2C[C@@](OC21)(C)CNC(OCC(C)C)=O)C2=C1N=CC(=NC1=CC(=C2)C)OC